vinyl anisate COC1=CC=C(C=C1)C(=O)OC=C